O=S1(N(CC(N1)=O)C=1C(=C(C=CC1O)C=1CCC(CC1)N(C(C)=O)C)F)=O N-(3'-(1,1-dioxido-4-oxo-1,2,5-thiadiazolidin-2-yl)-2'-fluoro-4'-hydroxy-2,3,4,5-tetrahydro-[1,1'-biphenyl]-4-yl)-N-methylacetamide